N[C@@H]1CCCC12CCN(CC2)C2=NC=C(C=1N2C=CN1)SC=1C(=C(C=CC1)NC(=O)C1=C(N=C2N(C1=C=O)C=CC=C2)O)Cl (R)-N-(3-((5-(1-amino-8-azaspiro[4.5]decan-8-yl)imidazo[1,2-c]pyrimidin-8-yl)thio)-2-chlorophenyl)-2-hydroxy-4-carbonyl-4H-pyrido[1,2-a]pyrimidine-3-carboxamide